OC1C=CC=NC1=O 3-hydroxy-4-oxo-3,4-dihydro-5-azabenzol